4-amino-N-(3-(3-aminoprop-1-yn-1-yl)-4-(1-fluorocyclobutane-1-carbonyl)phenyl)butanamide NCCCC(=O)NC1=CC(=C(C=C1)C(=O)C1(CCC1)F)C#CCN